FC(C)(F)C1=NC(=CC(=N1)C1=CN(C2=CN=C(C=C21)NC(C)=O)C2CC(C2)N(C)C)C N-(3-(2-(1,1-difluoroethyl)-6-methylpyrimidin-4-yl)-1-((1s,3s)-3-(dimethylamino)cyclobutyl)-1H-pyrrolo[2,3-c]pyridin-5-yl)acetamide